1-{2-[4-(2-morpholin-4-yl-ethylamino)-anilino]-pyrimidin-4-yl}-1H-indole-3-carboxamide N1(CCOCC1)CCNC1=CC=C(NC2=NC=CC(=N2)N2C=C(C3=CC=CC=C23)C(=O)N)C=C1